N1C(NCC=C1)=S 3,4-dihydropyrimidine-2-thione